NC1=NC2=CC(=CC=C2C=C1)CN(C(=O)C=1C=NC=CC1)C1=C(C(=CC=C1)F)S(=O)(=O)C N-[(2-aminoquinolin-7-yl)methyl]-N-(3-fluoro-2-methanesulfonylphenyl)pyridine-3-carboxamide